S(=O)(=O)(C1=CC=C(C)C=C1)N1C=CC=2C1=NC=C1C2N(C=N1)N1C[C@@H](CC1)N (R)-1-(6-tosylimidazo[4,5-d]pyrrolo[2,3-b]pyridin-1(6H)-yl)pyrrolidin-3-amine